N1=CN=CN=C1 [1,3,5]-triazine